C(C1=CC(OC)=C(O)C=C1)(=O)O.NC1=C2N=CN(C2=NC=N1)[C@H]1C(=C[C@H](O1)OC[P@](=O)(OC1=CC=CC=C1)N[C@@H](C)C(=O)OCC)F ethyl ((S)-((((2R,5R)-5-(6-amino-9H-purin-9-yl)-4-fluoro-2,5-dihydrofuran-2-yl)oxy)methyl)(phenoxy)phosphoryl)-L-alaninate vanillate